(1-(2-chloro-4-(trifluoromethyl)phenyl)pyrrolidin-2-yl)picolinic acid ClC1=C(C=CC(=C1)C(F)(F)F)N1C(CCC1)C=1C(=NC=CC1)C(=O)O